(Z)-3-((5-(tert-butyl)-1H-imidazol-4-yl)methylene)-6-((Z)-3-nicotinoylbenzylidene)piperazine-2,5-dione C(C)(C)(C)C1=C(N=CN1)\C=C/1\C(N\C(\C(N1)=O)=C/C1=CC(=CC=C1)C(C1=CN=CC=C1)=O)=O